4-(3-isopropyl-5-(piperidin-4-yl)-1H-indol-2-yl)-5-methyl-1H-pyrrolo[2,3-b]pyridine C(C)(C)C1=C(NC2=CC=C(C=C12)C1CCNCC1)C1=C2C(=NC=C1C)NC=C2